Carbazol calcium [Ca].C1=CC=CC=2C3=CC=CC=C3NC12